O1CCN=CC2=C1C=C(C=C2)C(=O)[O-] 2H-1,4-benzoxazepine-8-carboxylate